3-fluoro-N-[4-(hydroxymethyl)cyclohexyl]-4-[[4-(1-tetrahydropyran-4-ylpyrazol-4-yl)-5-(trifluoromethyl)pyrimidin-2-yl]amino]benzenesulfonamide FC=1C=C(C=CC1NC1=NC=C(C(=N1)C=1C=NN(C1)C1CCOCC1)C(F)(F)F)S(=O)(=O)NC1CCC(CC1)CO